7-(7-azabicyclo[2.2.1]heptan-1-ylethynyl)-N-(3-chloro-2-fluorophenyl)-6-nitroquinazolin-4-amine C12(CCC(CC1)N2)C#CC2=C(C=C1C(=NC=NC1=C2)NC2=C(C(=CC=C2)Cl)F)[N+](=O)[O-]